C(C)(C)(C)OC(=O)N[C@@H](CC(=O)OC)C=1C=C(C=CC1)C1=C(C=CC=C1C)O Methyl (S)-3-((tert-butoxycarbonyl)amino)-3-(2'-hydroxy-6'-methyl-[1,1'-biphenyl]-3-yl)propanoate